ClC1=CC(=C(COC2=NC=3CN(CCC3C=C2C)CC2=NC3=C(N2C[C@H]2OCC2)C=C(C=C3)C(=O)O)C=C1)F (S)-2-((2-((4-chloro-2-fluorobenzyl)oxy)-3-methyl-5,8-dihydro-1,7-naphthyridin-7(6H)-yl)methyl)-1-(oxetan-2-ylmethyl)-1H-benzo[d]imidazole-6-carboxylic acid